p-tert.-butylphenyl glycidyl ether C(C1CO1)OC1=CC=C(C=C1)C(C)(C)C